O=C1CCN(CC1)C1=CC=C(C(=O)OC(C)(C)C)C=C1 tert-butyl 4-(4-oxo-1-piperidyl)benzoate